(S)-1-(4-(2-(2,6-dimethylpyridin-4-yl)-3-isopropyl-1H-indol-5-yl)piperidin-1-yl)-2-(2-(methoxymethyl)pyrrolidin-1-yl)ethan-1-one CC1=NC(=CC(=C1)C=1NC2=CC=C(C=C2C1C(C)C)C1CCN(CC1)C(CN1[C@@H](CCC1)COC)=O)C